N-(3-(5-amino-1,3,4-oxadiazol-2-yl)phenyl)-4-fluoro-7-methyl-1H-indole NC1=NN=C(O1)C=1C=C(C=CC1)N1C=CC2=C(C=CC(=C12)C)F